(2R,4R)-4-(tert-butoxy)-2-methylpyrrolidine C(C)(C)(C)O[C@@H]1C[C@H](NC1)C